(S)-6-(Bromomethyl)-4-(3-fluoro-2-methylphenyl)-2-(thiazol-2-yl)-1,4-dihydropyrimidine-5-carboxylate BrCC1=C([C@@H](N=C(N1)C=1SC=CN1)C1=C(C(=CC=C1)F)C)C(=O)[O-]